O.[Na+].P(=O)(O)(O)OC(C(=O)[O-])CO D-(+)-2-phosphoglycerate sodium hydrate